CC1=CC(=NC=C1C#N)NC=1N=CC2=C(N1)CCN(C2)CC=2C(=C1COC(C1=CC2)=O)C 4-methyl-6-((6-((4-methyl-1-oxo-1,3-dihydroisobenzofuran-5-yl)methyl)-5,6,7,8-tetrahydropyrido[4,3-d]pyrimidin-2-yl)amino)nicotinonitrile